ethyl 2-chloro-3-(methylaminomethyl)-4-(trifluoromethyl)-benzoate ClC1=C(C(=O)OCC)C=CC(=C1CNC)C(F)(F)F